((1r,4r)-4-(4-chlorophenyl)cyclohexyl)-3-oxopropanoic acid ethyl ester C(C)OC(C(C=O)C1CCC(CC1)C1=CC=C(C=C1)Cl)=O